N-[(S)-1-cyclopropylethyl]-4-(1,7-diaza-7-spiro[4.4]nonyl)-5-(3,5-difluorophenyl)nicotinamide C1(CC1)[C@H](C)NC(C1=CN=CC(=C1N1CC2(CCCN2)CC1)C1=CC(=CC(=C1)F)F)=O